(1r,4r)-4-((6-(2-(2-aminopyridin-3-yl)-6-(pyridin-2-yl)-1H-benzo[d]imidazol-1-yl)-2-methylpyridin-3-yl)carbamoyl)cyclohexane-1-carboxylic acid NC1=NC=CC=C1C1=NC2=C(N1C1=CC=C(C(=N1)C)NC(=O)C1CCC(CC1)C(=O)O)C=C(C=C2)C2=NC=CC=C2